C(C)(C)C1=NOC(=N1)C1CCN(CC1)C1=NN2C(S1)=NC(=C2)C2=CC=NC=C2 3-isopropyl-5-(1-(6-(pyridin-4-yl)imidazo[2,1-b][1,3,4]thiadiazol-2-yl)piperidin-4-yl)-1,2,4-oxadiazol